N-((4-(5-(tert-butyl)-1,2,4-oxadiazol-3-yl)bicyclo[2.2.2]octan-1-yl)methyl)-N-(3-((5-(difluoromethoxy)pyrimidin-2-yl)oxy)phenyl)-3-fluorobicyclo[1.1.1]pentane-1-carboxamide C(C)(C)(C)C1=NC(=NO1)C12CCC(CC1)(CC2)CN(C(=O)C21CC(C2)(C1)F)C1=CC(=CC=C1)OC1=NC=C(C=N1)OC(F)F